2-[2-(aminomethyl)-3,3-difluoro-allyl]-4-[[5-[6-(dimethylamino)-3-pyridyl]-2-thienyl]methyl]-5-methyl-1,2,4-triazol-3-one trifluoroacetate FC(C(=O)O)(F)F.NCC(CN1N=C(N(C1=O)CC=1SC(=CC1)C=1C=NC(=CC1)N(C)C)C)=C(F)F